FC=1C=C2C(CC(C2=CC1F)=C(C#N)C)=O 2-(5,6-difluoro-2,3-dihydro-3-oxo-1H-indene-1-ylidene)propionitrile